FC1=C(C=C(C=C1)N(C(=O)C=1C=C(C=2N(C1)C(=CN2)C=2C=CC(=NC2)NC(OCC)=O)C)C)OC ethyl N-[5-[6-[(4-fluoro-3-methoxy-phenyl)-methyl-carbamoyl]-8-methyl-imidazo[1,2-a]pyridin-3-yl]-2-pyridyl]carbamate